FC(CN1N=NC2=C1C=C(C=C2)C=2C=CN1N=C(N=C(C12)OC([2H])([2H])[2H])N[C@H]1C(CN(C1)C(C)=O)(F)F)F (R)-1-(4-((5-(1-(2,2-difluoroethyl)-1H-benzo[d][1,2,3]triazol-6-yl)-4-(methoxy-d3)pyrrolo[2,1-f][1,2,4]triazin-2-yl)amino)-3,3-difluoropyrrolidin-1-yl)ethan-1-one